C(CCCCCCCCCCCCCCCCC)(=O)OCCCCCCCCCCC n-undecyl stearate